(3-chloro-6-fluorobenzo[b]thiophen-2-yl)(4-methoxyphenyl)methanone ClC=1C2=C(SC1C(=O)C1=CC=C(C=C1)OC)C=C(C=C2)F